3-(3,3-dimethylbutyl)-1-methylurea hydrochloride Cl.CC(CCNC(NC)=O)(C)C